CC1=C(C(=CC(=C1)C)C)P(C1=C(C=C(C=C1C)C)C)=O bis(2,4,6-trimethylphenyl)phosphine oxide